CNC1CC(C1)[C@H](C)NC=1C=C(C=CC1C(F)(F)F)C1=NNC(O1)=O 5-[3-({(1S)-1-[(1S,3R)-3-(methylamino)cyclobutyl]ethyl}amino)-4-(trifluoromethyl)phenyl]-1,3,4-oxadiazol-2(3H)-one